(R)-benzyl 3-(methoxymethyl)piperazine-1-carboxylate COC[C@H]1CN(CCN1)C(=O)OCC1=CC=CC=C1